N1=CC=NC2=C1C=1N=CC=NC1C1=C2N=CC=N1 bis-pyrazino[2,3-f:2',3'-h]quinoxaline